4-isopropylbiphenyl-4-carboxylic acid C(C)(C)C1(CC=C(C=C1)C1=CC=CC=C1)C(=O)O